ClC=1C=C(C=CC1F)NC(N(CC)[C@H](C)C1=CNC(C2=C(C(=CC=C12)F)F)=O)=O |r| Racemic-3-(3-chloro-4-fluorophenyl)-1-(1-(7,8-difluoro-1-oxo-1,2-dihydroisoquinolin-4-yl)ethyl)-1-ethylurea